BrC1=NC=C(C=C1C)Cl 2-bromo-5-chloro-3-methyl-pyridine